(3-(ethylthio)-1,2,4-thiadiazol-5-yl)carbamic acid phenyl ester C1(=CC=CC=C1)OC(NC1=NC(=NS1)SCC)=O